4-(2-(4-(5-chloro-2-(1H-tetrazol-1-yl)phenyl)-2,5-dioxapiperazin-1-yl)-3-phenylpropionamido)-2-fluorobenzamide ClC=1C=CC(=C(C1)N1CON(CO1)C(C(=O)NC1=CC(=C(C(=O)N)C=C1)F)CC1=CC=CC=C1)N1N=NN=C1